(4-(4-(trifluoromethyl)phenoxy)piperidin-1-yl)methanone FC(C1=CC=C(OC2CCN(CC2)C=O)C=C1)(F)F